The molecule is an organochlorine compound comprising 2'-deoxyguanosine having a chloro substituent at position 8 of the guanine ring system. It is a member of guanosines and an organochlorine compound. C1[C@@H]([C@H](O[C@H]1N2C3=C(C(=O)NC(=N3)N)N=C2Cl)CO)O